(S)-N-(3,5-difluoro-4-((6-((1-hydroxy-prop-2-yl)oxy)-7-methoxyquinolin-4-yl)oxy)phenyl)-3-methoxyisonicotinamide FC=1C=C(C=C(C1OC1=CC=NC2=CC(=C(C=C12)O[C@H](CO)C)OC)F)NC(C1=C(C=NC=C1)OC)=O